ethyl 5-((2-(dimethyl amino) pyridin-3-yl) methoxy)-2-methylbenzofuran-3-carboxylate CN(C1=NC=CC=C1COC=1C=CC2=C(C(=C(O2)C)C(=O)OCC)C1)C